3,6-di-tert-butyl-9-ethylcarbazole-3-formaldehyde C(C)(C)(C)C1(CC=C2N(C3=CC=C(C=C3C2=C1)C(C)(C)C)CC)C=O